methyl 5-cyano-4-[5-[(3,4-difluorophenyl)methylcarbamoyl]-2-thienyl]-2-hydroxy-6-isobutyl-pyridine-3-carboxylate C(#N)C=1C(=C(C(=NC1CC(C)C)O)C(=O)OC)C=1SC(=CC1)C(NCC1=CC(=C(C=C1)F)F)=O